(2,2-difluorocyclopropyl)(1,2,4-triazolyl)methanamine FC1(C(C1)C(N)C1=NNC=N1)F